C(C)S(=O)(=O)OC\C=C(\COC1=C(C=CC(=C1)F)N1N=CC=2C1=NC(=NC2OCC2=CC=CC=C2)CO)/F [(Z)-4-[2-[4-benzyloxy-6-(hydroxymethyl)pyrazolo[3,4-d]pyrimidin-1-yl]-5-fluoro-phenoxy]-3-fluoro-but-2-enyl] ethanesulfonate